CC1=CC(=NC=C1C)C1=NC=C(C(=C1)C)C 4,4',5',5-tetramethyl-bipyridine